CC1=C(CC[N+]#[C-])C=CC=C1 2-METHYLPHENETHYLISOCYANIDE